(methyl)-propionic acid CC(C(=O)O)C